2-{5-[(1S)-1-aminoethyl]-3-methyl-1H-1,2,4-triazol-1-yl}-1,3-thiazole-5-carboxylic acid methyl ester COC(=O)C1=CN=C(S1)N1N=C(N=C1[C@H](C)N)C